di-N-acetyl-cystine C(C)(=O)N[C@@H](CSSC[C@@H](C(=O)O)NC(C)=O)C(=O)O